FC=1C=C(C=CC1)\C(\NC(=O)C1CCN(CC1)C(C1=CC=C(C=C1)C(C)C)=O)=N/O (E)-N-((3-fluorophenyl)(oximino)methyl)-1-(4-isopropylbenzoyl)piperidine-4-carboxamide